methyl 4-[5-[(S)-(3,3-difluorocyclobutyl)-hydroxy-methyl]pyrazolo[3,4-b]pyridin-1-yl]benzoate FC1(CC(C1)[C@@H](C=1C=C2C(=NC1)N(N=C2)C2=CC=C(C(=O)OC)C=C2)O)F